ClC1=CC=C(C=C1)N1CC2(C1)CN(CC2)C2=C(C(N(C1=CC=CC=C21)C)=O)C(=O)N 4-[2-(4-chlorophenyl)-2,6-diazaspiro[3.4]octan-6-yl]-1-methyl-2-oxo-1,2-dihydroquinoline-3-carboxamide